C(N)(=O)C1=C(C=CC=C1)NC(C)C1=CC(=CN2C1=NC(=CC2=O)N2CCC(CC2)(C)C)C(=O)O 9-(1-((2-carbamoylphenyl)amino)ethyl)-2-(4,4-dimethylpiperidin-1-yl)-4-oxo-4H-pyrido[1,2-a]pyrimidine-7-carboxylic acid